α-methyl-D-homophenylalanine C[C@@](N)(CCC1=CC=CC=C1)C(=O)O